C(C)(C)(C)OC(=O)N1CCC2(C[C@H](C[C@H]2NS(=O)(=O)C(C)(C)C)F)CC1 (1r,3r)-1-(1,1-dimethylethylsulfonamido)-3-fluoro-8-azaspiro[4.5]decane-8-carboxylic acid tert-butyl ester